tert-butyl (2S)-2-(cyanomethyl)-4-(2,6,8-trifluoro-7-(7-fluoro-8-((triisopropylsilyl)ethynyl)naphth-1-yl)quinazolin-4-yl)piperazine-1-carboxylate C(#N)C[C@@H]1N(CCN(C1)C1=NC(=NC2=C(C(=C(C=C12)F)C1=CC=CC2=CC=C(C(=C12)C#C[Si](C(C)C)(C(C)C)C(C)C)F)F)F)C(=O)OC(C)(C)C